Br[Mg]CCCCCCCC bromo(octyl)magnesium